NC1=NC=CC=C1C1=NC=2C(=NC(=CC2)N2N=CC=C2)N1C=1C=C2CC[C@H](CC2=CC1)NC1CCN(CC1)C(C=C)=O 1-(4-{[(2R)-6-[2-(2-aminopyridin-3-yl)-5-(pyrazol-1-yl)imidazo[4,5-b]pyridin-3-yl]-1,2,3,4-tetrahydronaphthalen-2-yl]amino}piperidin-1-yl)prop-2-en-1-one